C(CCSSCCC(=O)O)(=O)O.[Te] tellurium dithiodipropionic acid